3-[4-[(3S,5R)-3,5-dimethylpiperazin-1-yl]-3,5-dimethyl-anilino]-5-(methylamino)-6-(3-methylimidazo[4,5-c]pyridin-7-yl)pyrazine-2-carboxamide C[C@H]1CN(C[C@H](N1)C)C1=C(C=C(NC=2C(=NC(=C(N2)NC)C=2C3=C(C=NC2)N(C=N3)C)C(=O)N)C=C1C)C